ClC=1C=C(C=CC1OC1=CC2=C(N(C=N2)C)C=C1)NC=1C2=C(N=CN1)C=CC(=N2)N2C(/C(/CC2)=C/CN(C)C)=O (E)-1-(4-((3-chloro-4-((1-methyl-1H-benzo[d]imidazol-5-yl)oxy)phenyl)amino)pyrido[3,2-d]pyrimidin-6-yl)-3-(2-(dimethylamino)ethylidene)pyrrolidin-2-one